C1(CC1)C([C@@H](C(=O)NC=1C=NN(C1)[C@H](C)C=1C(=NC=CC1)OC)NC(=O)C=1N(N=CC1)C(C)C)C1CC1 N-[(1S)-1-(dicyclopropylmethyl)-2-[[1-[(1R)-1-(2-methoxy-3-pyridyl)ethyl]pyrazol-4-yl]amino]-2-oxo-ethyl]-2-isopropyl-pyrazole-3-carboxamide